ClC1=C(C2=CN(N=C2C(=C1)C(=O)NC=1C=C(C=2N(C1)C=C(N2)C)F)C)N2CCNCC2 5-chloro-N-{8-fluoro-2-methylimidazo[1,2-a]pyridin-6-yl}-2-methyl-4-(piperazin-1-yl)indazole-7-carboxamide